1-(hydroxy(piperidin-4-yl)methyl)naphthalen-2-ol lithium 5-(2-amino-[1,2,4]triazolo[1,5-a]pyridin-7-yl)-3-fluoro-2-methylbenzoate NC1=NN2C(C=C(C=C2)C=2C=C(C(=C(C(=O)[O-])C2)C)F)=N1.[Li+].OC(C1=C(C=CC2=CC=CC=C12)O)C1CCNCC1